C(C)(C)(C)OC(=O)N1[C@@H](C[C@H](CC1)OCC=1C(=NOC1C1CC1)C1=C(C=CC=C1Cl)Cl)C (2R,4S)-4-((5-cyclopropyl-3-(2,6-dichlorophenyl)isoxazol-4-yl)methoxy)-2-methylpiperidine-1-carboxylic acid tert-butyl ester